9,9-bis(3-phenyl-4-(2-hydroxyethoxy)phenyl)-2,7-dibromofluorene C1(=CC=CC=C1)C=1C=C(C=CC1OCCO)C1(C2=CC(=CC=C2C=2C=CC(=CC12)Br)Br)C1=CC(=C(C=C1)OCCO)C1=CC=CC=C1